NC(CC(=O)O)C(NC(C)CC(=O)OC(C)CC)=O 3-amino-3-{[4-(butan-2-yloxy)-4-oxobutan-2-yl]carbamoyl}propanoic acid